6-(cyclopropylmethyl)-3-{2-[(piperidin-3-yl)amino]-5-(trifluoromethyl)pyrimidin-4-yl}-1H,6H,7H-pyrrolo[2,3-c]pyridin-7-on C1(CC1)CN1C(C2=C(C=C1)C(=CN2)C2=NC(=NC=C2C(F)(F)F)NC2CNCCC2)=O